C1C(C(O)(C)CCC=C(C)C)O1 (Z)-Linalool oxid